BrC=1C(=CC(=C(C1)C1=CC=C2C(=CN=NC2=C1)NCC1=C(C=C(C=C1)OC)OC)C=1OC(=CN1)C)OC 7-[5-Bromo-4-methoxy-2-(5-methyl-oxazol-2-yl)phenyl]-N-[(2,4-dimethoxyphenyl)methyl]cinnolin-4-amine